O=C1C2=C(N=CN1CC(=O)O)C1=C(S2)C=CC=C1 2-(4-oxobenzo[4,5]thieno[3,2-d]pyrimidin-3(4H)-yl)acetic acid